C(C)C1=C(C(=O)NF)C=CC=C1 2-ethyl-N-fluorobenzamide